O1C(=NC=C1)C1=C2CCO[C@@H](C2=CC=C1)CN(C(OC(C)(C)C)=O)COCC[Si](C)(C)C (S)-tert-butyl ((5-(oxazol-2-yl)isochroman-1-yl)methyl)((2-(trimethylsilyl)ethoxy)methyl)carbamate